2-bromo-N-(1-(6-cyclopropylimidazo[1,2-a]pyridin-2-yl)-2,2,2-trifluoroethyl)pyridin-4-amine BrC1=NC=CC(=C1)NC(C(F)(F)F)C=1N=C2N(C=C(C=C2)C2CC2)C1